OCC(=O)N[C@H](CC1=CC=CC=C1)C(=O)OC methyl N-(hydroxyacetyl)-D-phenylalaninate